6-chloro-3-(((R)-1-(3,6-dimethyl-2-((RS)-1-(4-methylpyrimidin-2-yl)piperidin-3-yl)-4-oxo-3,4-dihydroquinazolin-8-yl)ethyl)amino)-N-(methylsulfonyl)picolinamide ClC1=CC=C(C(=N1)C(=O)NS(=O)(=O)C)N[C@H](C)C=1C=C(C=C2C(N(C(=NC12)[C@H]1CN(CCC1)C1=NC=CC(=N1)C)C)=O)C |&1:27|